4-(2,5-DIMETHYLPHENYL)-5-methylindolin-2-one CC1=C(C=C(C=C1)C)C1=C2CC(NC2=CC=C1C)=O